4-(2-methoxyethoxy)-5-methylpyridin-3-amine COCCOC1=C(C=NC=C1C)N